COC1=C(C=C(C=C1)OC)N=NC1=CC=CC=C1 methoxy-5'-methoxy-azobenzene